C[N+]1(CCNCC1)[O-] 4-methyl-4-oxidopiperazin